4-((14-(4-(3-(5-(1H-tetrazol-5-yl)benzo[c]isoxazol-3-yl)phenoxy)piperidin-1-yl)-3,6,9,12-tetraoxatetradecyl)amino)-2-(2,6-dioxopiperidin-3-yl)isoindoline-1,3-dione N1N=NN=C1C1=CC=2C(=NOC2C=2C=C(OC3CCN(CC3)CCOCCOCCOCCOCCNC3=C4C(N(C(C4=CC=C3)=O)C3C(NC(CC3)=O)=O)=O)C=CC2)C=C1